C(#C)C=1C=NC2=C(C=C(C=C2C1)OC(CN)C)C 2-[(3-ethynyl-8-methyl-6-quinolinyl)oxy]-N-propyl-amine